FC1=CC=2N(C=C1)C(=CN2)C2=C1CN(C(C1=C(C=C2)NC2=NC=C(C=C2)[C@@H](C)N2CCOCC2)=O)C(=O)OC(C)(C)C tert-butyl (R)-4-(7-fluoroimidazo[1,2-a]pyridin-3-yl)-7-((5-(1-(N-morpholinyl) ethyl) pyridin-2-yl) amino)-1-oxoisoindoline-2-carboxylate